ClC1=CC=2N(C(=C1)C1=C(C(=O)N(C(C)C)CC)C=C(C=C1)F)C=NC2 2-{7-chloroimidazo[1,5-a]pyridin-5-yl}-N-ethyl-5-fluoro-N-(isopropyl)benzamide